NC1=NC=C(C=N1)C1CCN(CC1)C(=O)OC(C)(C)C Tert-butyl 4-(2-aminopyrimidin-5-yl)piperidine-1-carboxylate